[Cl-].[C@H]12OC[C@H]([NH2+]C1)C2 (1R,4R)-2-oxa-5-azoniabicyclo[2.2.1]heptane chloride